[Cl-].BrC1=C(C=CC=C1)C=1N(C=[N+]2C1C=1NC3=CC=CC=C3C1C=C2)C2=CC(=CC=C2)Cl 1-(2-Bromophenyl)-2-(3-chlorophenyl)-2,11-dihydroimidazo[1',5':1,2]pyrido[3,4-b]indol-4-ium chloride